Formamidine hydrobromide salt Br.C(=N)N